7-chloro-2-(4-(2-hydroxyethoxy)-3,5-dimethylphenyl)quinazolin-4(3H)-one ClC1=CC=C2C(NC(=NC2=C1)C1=CC(=C(C(=C1)C)OCCO)C)=O